2-(6-{5-chloro-2-[(oxacyclohex-4-yl)amino]pyrimidin-4-yl}-1-oxo-2,3-dihydro-1H-isoindol-2-yl)-N-[(4-chloro-2-methoxyphenyl)methyl]acetamide ClC=1C(=NC(=NC1)NC1CCOCC1)C1=CC=C2CN(C(C2=C1)=O)CC(=O)NCC1=C(C=C(C=C1)Cl)OC